ClC=1C=CC(=C(C1)C1=C(C=NN1COCC[Si](C)(C)C)NC(=O)N1CN=CC=C1)OC(F)F Pyrimidine-3-carboxylic acid [5-(5-chloro-2-difluoromethoxy-phenyl)-1-(2-trimethylsilyl-ethoxymethyl)-1H-pyrazol-4-yl]-amide